(E)-3-(p-tolyl)-N-(2-pyridinyl)-N-tetrahydrothiophen-3-yl-prop-2-enamide C1(=CC=C(C=C1)/C=C/C(=O)N(C1CSCC1)C1=NC=CC=C1)C